C(C)N1C(C2(C3=C1C=NC=1C=CC=CC31)CC2)=O 3'-ethyl-2'-oxo-2',3'-dihydrospiro[cyclopropane-1,1'-pyrrolo[2,3-c]quinolin]